N(N)C=1N=NC(=NN1)NN 3,6-dihydrazino[1,2,4,5]tetrazine